7-allyl-3-bromo-N-(4-methoxybenzyl)quinolin-2-amine C(C=C)C1=CC=C2C=C(C(=NC2=C1)NCC1=CC=C(C=C1)OC)Br